C1OCC12CN(C2)C=2C=C(C=CC2)C=2N=C(SC2)NC(CN)=O N-(4-(3-(2-oxa-6-azaspiro[3.3]hept-6-yl)phenyl)thiazol-2-yl)-2-aminoacetamide